1-(4-Methyl-5-(1-methyl-8-(methylamino)-1H-imidazo[4,5-f]isoquinolin-4-yl)pyridin-2-yl)propan-1-ol CC1=CC(=NC=C1C1=C2C(=C3C=C(N=CC3=C1)NC)N(C=N2)C)C(CC)O